Cl.FC1(C[C@@H](CNC1)N1C(CCCC1)=O)F (3'S)-5',5'-difluoro[1,3'-bipiperidin]-2-one hydrochloride